(R)-N-methyl-3-((3-methyl-2,4-dioxo-1,2,3,4-tetrahydrothieno[3,2-d]pyrimidin-6-yl)methyl)-1,2,3,4,4a,5-hexahydropyrazino[1,2-d]pyrido[2,3-b][1,4]oxazine-8-carboxamide CNC(=O)C=1C=CC2=C(OC[C@@H]3N2CCN(C3)CC3=CC=2NC(N(C(C2S3)=O)C)=O)N1